C(C#C)OC1OC(OC1)=O 4-propargyloxy-[1,3]dioxolan-2-one